(5S)-2-(4-Chloro-3-fluorobenzyl)-3-oxo-2,3,5,6,7,8-hexahydro[1,2,4]triazolo[4,3-a]pyridin ClC1=C(C=C(CN2N=C3N(CCCC3)C2=O)C=C1)F